6-((1S,6R,7R)-7-(aminomethyl)-7-(2-fluorophenyl)-3-azabicyclo[4.1.0]heptan-3-yl)-3-((5-chloroquinoxalin-6-yl)thio)pyrazin-2-amine NC[C@@]1([C@@H]2CCN(C[C@H]12)C1=CN=C(C(=N1)N)SC=1C(=C2N=CC=NC2=CC1)Cl)C1=C(C=CC=C1)F